COC[C@H](C(N1C(C(N(C(C1([2H])[2H])([2H])[2H])C1=CC(=C(C=C1)[2H])C(F)(F)F)([2H])[2H])([2H])[2H])=O)NC(C([2H])([2H])[2H])=O (R)-N-(3-methoxy-1-oxo-1-(4-(3-(trifluoromethyl)phenyl-4-d)piperazin-1-yl-2,2,3,3,5,5,6,6-d8)propan-2-yl)acetamide-2,2,2-d3